2-bromo-3-fluoro-5-(tri-fluoromethyl)-pyridine BrC1=NC=C(C=C1F)C(F)(F)F